O[C@@H]1[C@@H](C2=CC=CC=C2C1)NC(N)=O 3-[(1R,2S)-2-hydroxyindan-1-yl]urea